Methyl (4S,5R,6R)-5-(2-acetoxyacetamido)-6-((1R,2R)-3-amino-1,2-dihydroxypropyl)-4-hydroxy-2-(p-tolylthio)tetrahydro-2H-pyran-2-carboxylate C(C)(=O)OCC(=O)N[C@@H]1[C@H](CC(O[C@H]1[C@@H]([C@@H](CN)O)O)(C(=O)OC)SC1=CC=C(C=C1)C)O